1-(6,7-dihydro-5H-benzo[6,7]cyclohepta[1,2-c]pyridazin-3-yl)-N3-(3-fluoro-4-(4-(4-isopropylpiperazin-1-yl)piperidin-1-yl)phenyl)-1H-1,2,4-triazole-3,5-diamine N1=NC(=CC2=C1C1=C(CCC2)C=CC=C1)N1N=C(N=C1N)NC1=CC(=C(C=C1)N1CCC(CC1)N1CCN(CC1)C(C)C)F